3-((4-(difluoromethyl)-1,1,2,2-tetrafluoro-3-hydroxy-2,3-dihydro-1H-inden-5-yl)oxy)cyclobutane-1-carbonitrile FC(C1=C2C(C(C(C2=CC=C1OC1CC(C1)C#N)(F)F)(F)F)O)F